butyl Sulfite S(=O)(OCCCC)[O-]